tert-butyl 3-[3-(2,6-dibenzyloxy-3-pyridyl)phenyl]azetidine-1-carboxylate C(C1=CC=CC=C1)OC1=NC(=CC=C1C=1C=C(C=CC1)C1CN(C1)C(=O)OC(C)(C)C)OCC1=CC=CC=C1